FC=1C(=CC(=NC1)OC)C1=CC(=NN1)C(=O)OC methyl 5-(5-fluoro-2-methoxypyridin-4-yl)-1H-pyrazole-3-carboxylate